C(C)(C)(C)N1N=C(C(=C1NC=1C=2N(C=CN1)N=C(C2)C)F)[C@@H]2C[C@@H](CC2)O (1R,3S)-3-(1-(tert-butyl)-4-fluoro-5-((2-methylpyrazolo[1,5-a]pyrazin-4-yl)amino)-1H-pyrazol-3-yl)cyclopentan-1-ol